C(CCCCC)C1(C=C(C(=O)OCCC)C(=O)OCCC)CC=CC=C1 di-n-propyl (1-n-hexylbenzylidene)malonate